C(C)C=1C=C2C(=C(/C(/C2=CC1)=C/C1=CC=C(C=C1)CCC1=CC=CC=C1)C)CC(=O)O (Z)-2-(5-ethyl-2-methyl-1-(4-phenethylbenzylidene)-1H-inden-3-yl)acetic acid